propyl-trioxysilane C(CC)OOO[SiH3]